C(C)C1=C(C(=NN1)C(=O)NCC=1SC(=NN1)C1=CC=CC=C1)C 5-ethyl-4-methyl-N-((5-phenyl-1,3,4-thiadiazol-2-yl)methyl)-1H-pyrazole-3-carboxamide